ClC=1C=C(C=C(C1)NS(=O)(=O)C)NC(=O)C1=CN(C(=C1)C1=CC=CC=C1)C N-(3-chloro-5-(methylsulfonamido)phenyl)-1-methyl-5-phenyl-1H-pyrrole-3-carboxamide